5-(1H-imidazol-4-yl)-N-methyl-6-[[4-(trifluoromethyl)phenyl]methylamino]pyridine-3-sulfonamide N1C=NC(=C1)C=1C=C(C=NC1NCC1=CC=C(C=C1)C(F)(F)F)S(=O)(=O)NC